BrC(C)C=1C(=NC(=NC1)SC)C (1-bromoethyl)-4-methyl-2-(methylthio)pyrimidine